O1CCC2=C1C=CC(=C2)S(=O)[O-].[Na+] sodium 2,3-dihydrobenzofuran-5-sulfinate